(3-hydroxypropyl)-N-methyl-carbamic acid tert-butyl ester C(C)(C)(C)OC(N(C)CCCO)=O